ClC=1C(=NC=C(C1)Cl)N1CCC(CC1)C(=O)NCC1=C(C(=C(C=C1)C(F)(F)F)C=1NC(C=C(N1)C)=O)F 1-(3,5-dichloropyridin-2-yl)-N-[2-fluoro-3-(4-methyl-6-oxo-1,6-dihydropyrimidin-2-yl)-4-(trifluoromethyl)benzyl]piperidine-4-carboxamide